4-((S)-2-(4-Ethylthiazol-2-yl)-2-{(S)-2-[2-(methoxycarbonyl)-acetamido]-3-phenylpropanamido}ethyl)phenylsulfamic acid C(C)C=1N=C(SC1)[C@H](CC1=CC=C(C=C1)NS(O)(=O)=O)NC([C@H](CC1=CC=CC=C1)NC(CC(=O)OC)=O)=O